CC1(CC(CC(C1)C1=CC=CC=C1)C)O 1,3-Dimethyl-5-phenylcyclohexan-1-ol